FC=1C(=C(N2N=C(N=CC21)N[C@H]2[C@@H](COCC2)O)C2(CCC2)CCC)C#N 5-fluoro-2-(((3S,4R)-3-hydroxytetrahydro-2H-pyran-4-yl)amino)-7-(1-propylcyclobutyl)pyrrolo[2,1-f][1,2,4]triazine-6-carbonitrile